COC1=NC(=CC(=C1)N1CC(C1)CC(=O)[O-])C(F)(F)F.[Na+] sodium 2-(1-(2-methoxy-6-(trifluoromethyl)pyridin-4-yl)azetidin-3-yl)acetate